2-(4-(6-((4-chloro-6-(methylcarbamoyl)pyridin-3-yl)methoxy)pyridin-2-yl)-2,3,6-trifluorobenzyl)-4-fluoro-1-((1-(fluoromethyl)cyclopropyl)methyl)-1H-benzo[d]imidazole-6-carboxylic acid ClC1=C(C=NC(=C1)C(NC)=O)COC1=CC=CC(=N1)C1=C(C(=C(CC2=NC3=C(N2CC2(CC2)CF)C=C(C=C3F)C(=O)O)C(=C1)F)F)F